FC1(CCN(CC1)C1=CC(=CC=2N1N=CC2)NC(C2=C(C=C(C=C2)NS(=O)(=O)CCO)N2CCC1(CC1)CC2)=O)F N-(7-(4,4-difluoropiperidin-1-yl)pyrazolo[1,5-a]pyridin-5-yl)-4-(2-hydroxyethylsulfonamido)-2-(6-azaspiro[2.5]oct-6-yl)benzamide